Cl.N1CC(C1)C1=NN(C=C1)C1=CC=CC=C1 3-(azetidin-3-yl)-1-phenyl-1H-pyrazole HCl salt